5-(2-(2-(1-benzyl-3a,4,5,6,7,7a-Hexahydro-1H-Indazol-5-yl)-5-methylpiperidin-1-yl)-2-oxoacetamido)Nicotinamide C(C1=CC=CC=C1)N1N=CC2CC(CCC12)C1N(CC(CC1)C)C(C(=O)NC=1C=NC=C(C(=O)N)C1)=O